FC=1C=CC(=C(C1)C(C(=O)NC=1SC=CN1)N1C=NC2=CC=C(C(=C2C1=O)F)C1=CC=C(C=C1)C1CCN(CC1)C)O 2-(5-Fluoro-2-hydroxyphenyl)-2-(5-fluoro-6-(4-(1-methylpiperidin-4-yl)phenyl)-4-oxoquinazolin-3(4H)-yl)-N-(thiazol-2-yl)acetamide